BrCCC1=C(CCCC1(C)C)C 2-(2-bromoethyl)-1,3,3-trimethylcyclohex-1-ene